(2RS)-2-(4-butylphenyl)propionic acid C(CCC)C1=CC=C(C=C1)[C@H](C(=O)O)C |r|